ClC=1C(=C(C(=O)OC(CNC(=O)OC(C)(C)C)C)C(=CC1)Cl)OC 1-(tert-butoxycarbonylamino)propan-2-yl 3,6-dichloro-2-methoxybenzoate